4-amino-N-(4-nitrophenyl)benzenesulfonamide NC1=CC=C(C=C1)S(=O)(=O)NC1=CC=C(C=C1)[N+](=O)[O-]